3-((triisopropylsilyl)ethynyl)oxazolidin-2-one C(C)(C)[Si](C(C)C)(C(C)C)C#CN1C(OCC1)=O